8-{[(4-Chloro-2,6-dimethylphenyl)acetyl]amino}-1,4-dioxaspiro[4.5]decan ClC1=CC(=C(C(=C1)C)CC(=O)NC1CCC2(OCCO2)CC1)C